(R)-4-(2-chloro-6-(methylsulfonyl)pyridin-4-yl)-3-methylmorpholine ClC1=NC(=CC(=C1)N1[C@@H](COCC1)C)S(=O)(=O)C